1-{[2-(3-chloropyridin-4-yl)pyrimidin-4-yl]amino}-2-methylpropan ClC=1C=NC=CC1C1=NC=CC(=N1)NCC(C)C